C(C)(=O)O[C@@H]1C([C@@H]2CC[C@]3([C@@]4(CC[C@@]5([C@@H]([C@H]4CC[C@@H]3[C@]2(CC1)C)[C@@H](CC5)C5(CC5)C)N=C=O)C)C)(C)C (1R,3aS,5aR,5bR,7aR,9S,11aR,11bR,13aR,13bR)-3a-isocyanato-5a,5b,8,8,11a-pentamethyl-1-(1-methylcyclopropyl)icosahydro-1H-cyclopenta[a]chrysen-9-yl acetate